FC=1C=C(C=CC1C(NC)=O)NC1CCC1 1-((3-fluoro-4-(methylcarbamoyl)phenyl)amino)cyclobutane